C(#N)C=1C=NN2C1C(=CC(=C2)C=2C=NN(C2)C)OCC=2C(=C(C=CC2)NC(C=C)=O)F N-(3-(((3-cyano-6-(1-methyl-1H-pyrazol-4-yl)pyrazolo[1,5-a]pyridin-4-yl)oxy)methyl)-2-fluorophenyl)acrylamide